BrC=1N(C2=CC=CC=C2C1CCN1CCC=CC1)COCC[Si](C)(C)C 2-bromo-3-(2-(3,6-dihydropyridin-1(2H)-yl)ethyl)-1-((2-(trimethylsilyl)ethoxy)methyl)-1H-indole